valproic acid, lithium salt [Li+].C(C(CCC)CCC)(=O)[O-]